methyl 2-((5-(6-((4-cyano-2-fluorobenzyl)oxy)pyridin-2-yl)-3,4,5,6-tetrahydropyrrolo[3,4-c]pyrrol-2(1H)-yl)methyl)-1-(2-methoxyethyl)-1H-benzo[d]imidazole-6-carboxylate C(#N)C1=CC(=C(COC2=CC=CC(=N2)N2CC3=C(C2)CN(C3)CC3=NC2=C(N3CCOC)C=C(C=C2)C(=O)OC)C=C1)F